[Cl-].ClCC[N+](C)(C)C 2-chloro-N,N,N-trimethylethylammonium chloride